4-(butylamino)-2-isopropylbenzoic acid C(CCC)NC1=CC(=C(C(=O)O)C=C1)C(C)C